CNC1=NC=CC(=N1)C=1N(C=2C=CC=C(C2C1)NC1CCN(CC1)C)CC(F)(F)F 2-(2-(methylamino)pyrimidin-4-yl)-N-(1-methylpiperidin-4-yl)-1-(2,2,2-trifluoroethyl)-1H-indol-4-amine